NC1=C(C(=NC(=N1)N1C(CC1)CN)C(=O)N)C1=C(C(=CC=C1)Cl)Cl 6-amino-2-[2-(aminomethyl)-azetidin-1-yl]-5-(2,3-dichlorophenyl)pyrimidine-4-carboxamide